N-(3-(3-Cyanophenyl)-1-methyl-1H-indol-6-yl)-3-(imidazo[1,2-b]pyridazin-3-ylethynyl)-4-methylbenzamide C(#N)C=1C=C(C=CC1)C1=CN(C2=CC(=CC=C12)NC(C1=CC(=C(C=C1)C)C#CC1=CN=C2N1N=CC=C2)=O)C